NC=1C=NC(=C(C(=O)OC)C1C)OC=1C(=NC(=CC1)F)C methyl 5-amino-2-((6-fluoro-2-methylpyridin-3-yl)oxy)-4-methylnicotinate